CN(CCNC(OC1=CC=C(C=C1)C1=C(C=C2C(=N1)N(N=C2NC(C2=CN=CC=C2)=O)CCCCCC)Cl)=O)C 4-(5-chloro-1-hexyl-3-(nicotinamido)-1H-pyrazolo[3,4-b]pyridin-6-yl)phenyl (2-(dimethylamino)ethyl)carbamate